C(CCC)N1C2=C(C=C(C=C2C=2C=C(C=C(C12)P(C1=CC=CC=C1)C1=CC=CC=C1)C(C)(C)C)C(C)(C)C)P(C1=CC=CC=C1)C1=CC=CC=C1 9-butyl-3,6-di-tert-butyl-1,8-di(diphenylphosphino)carbazole